(M)-4-((2S,5R)-4-acryloyl-2,5-dimethylpiperazin-1-yl)-6,7-dichloro-1-(2-isopropyl-4-methylpyridin-3-yl)pyrido[2,3-d]pyrimidin C(C=C)(=O)N1C[C@@H](N(C[C@H]1C)C=1C2=C(N(CN1)C=1C(=NC=CC1C)C(C)C)N=C(C(=C2)Cl)Cl)C